N,N'-1,4-phenylenebis(maleimide) C1(=CC=C(C=C1)N1C(C=CC1=O)=O)N1C(C=CC1=O)=O